NC1=C2C(=NC=N1)N(N=C2C2=CC=C(C=C2)OC2=CC=CC=C2)C2CCN(CC2)C2CC1CCC(C2)N1C1CN(C1)C=1C=C2C(N(C(C2=CC1)=O)C1C(NC(CC1)=O)=O)=O 5-(3-(3-(4-(4-amino-3-(4-phenoxyphenyl)-1H-pyrazolo[3,4-d]pyrimidin-1-yl)piperidin-1-yl)-8-azabicyclo[3.2.1]octan-8-yl)azetidin-1-yl)-2-(2,6-dioxopiperidin-3-yl)isoindoline-1,3-dione